COC(=O)C=1C(N(N=C(C1)C1=CC=C(C=C1)CF)C=1C=NC=CC1)=O 6-[4-(fluoromethyl)phenyl]-3-oxo-2-(pyridin-3-yl)-2,3-dihydropyridazine-4-carboxylic acid methyl ester